OC1N(C(N(C1)C)=O)C1=NC=CC(=C1)C(F)(F)F 4-hydroxy-1-methyl-3-[4-(trifluoro-methyl)pyridin-2-yl]imidazolidin-2-one